[N+](=O)([O-])C=1C=C(C=CC1)C(C(=O)C1=CC=CC=C1)=O 1-(3-nitrophenyl)-2-phenylethane-1,2-dione